CC=C(C(=O)O)C.C1(CCCCCCCCC1)(O)O.C1(CCCCCCCCC1)(O)O.C1(CCCCCCCCC1)(O)O tricyclodecanediol methyl-methacrylate